2-(tert-butyl) 1-methyl (1R*,3aS*,4R*,7S*,7aR*)-octahydro-2H-4,7-epoxyisoindole-1,2-dicarboxylate [C@H]1(N(C[C@H]2[C@H]3CC[C@@H]([C@@H]12)O3)C(=O)OC(C)(C)C)C(=O)OC |o1:0,3,4,7,8|